NC=1C2=C(N=CN1)C(=C(N2C2=C(C=C(C=C2F)OC2=NC=CC(=N2)C)F)C2=CC=CC=C2NC(CCS(=O)(=O)C2=CC=CC=C2)=O)C N-(6-(4-amino-5-(2,6-difluoro-4-((4-methylpyrimidin-2-yl)oxy)phenyl)-7-methyl-5H-pyrrolo[3,2-d]pyrimidin-6-yl)phenyl)-3-(phenylsulfonyl)propanamide